C(C1=CC=CC=C1)N(C(=O)N1C[C@H](N(CC1)C(=O)C1(CCCCC1)C1=CC=CC=C1)C(=O)O)C (S)-4-(benzyl(methyl)carbamoyl)-1-(1-phenylcyclohexanecarbonyl)piperazine-2-carboxylic acid